N-{[(2R)-azetidin-2-yl]methyl}-1-[2-cyano-4-(trifluoromethyl)phenyl]-4-[6-(2-methoxyphenyl)pyridin-3-yl]piperidine-4-carboxamide N1[C@H](CC1)CNC(=O)C1(CCN(CC1)C1=C(C=C(C=C1)C(F)(F)F)C#N)C=1C=NC(=CC1)C1=C(C=CC=C1)OC